N1C(=NC2=C1C=CC=C2)C2=CC(=NN2C)NC(=O)C2=CC=C(C=C2)N2CCN(CC2)CC(=O)OC methyl 2-[4-[4-[[5-(1H-benzimidazol-2-yl)-1-methyl-pyrazol-3-yl]carbamoyl]-phenyl]piperazin-1-yl]acetate